2-(4-hydroxyphenyl)benzo[b]thiophen-6-ol OC1=CC=C(C=C1)C1=CC2=C(S1)C=C(C=C2)O